FC1=CC2=C(C=CS2)C(=C1)N1CCN(CC1)CCC1=CC=C2CCC(NC2=C1)=O 7-(2-(4-(6-fluorobenzothiophen-4-yl)piperazin-1-yl)ethyl)-2-oxo-3,4-dihydroquinoline